C(C)O[Si]1(N(CCC1)CC(C)C(=O)OCCC[Si](OCC)(OCC)OCC)OCC 2,2-diethoxy-N-(3-triethoxysilylpropoxycarbonyl-(methyl)ethyl)-1-aza-2-silacyclopentane